[Na+].C(C)[Hg+] ethylmercury (II)-sodium salt